C1(CC1)C1=C(C(=NO1)C1=C(C=CC=C1Cl)Cl)CO[C@@H]1[C@H]2CN([C@@H](C1)C2)C(=O)OC(C)(C)C tert-butyl (1R,4R,5S)-5-((5-cyclopropyl-3-(2,6-dichlorophenyl) isoxazol-4-yl)methoxy)-2-azabicyclo[2.2.1]heptane-2-carboxylate